N-[1-(4-cyanophenyl)-5-oxopyrrolidin-3-yl]-2-(2,5-dimethylphenyl)acetamide C(#N)C1=CC=C(C=C1)N1CC(CC1=O)NC(CC1=C(C=CC(=C1)C)C)=O